bipyridine-5,5'-dicarboxaldehyde N1=C(C=CC(=C1)C=O)C1=NC=C(C=C1)C=O